C1N(CCC2=CC=CC=C12)C[C@H](CN1C[C@H](OC2=C(C1=O)C=CC(=C2)OC2CCN(CC2)CCOCC)C)O (2R)-4-[(2R)-3-(3,4-dihydro-1H-isoquinolin-2-yl)-2-hydroxy-propyl]-8-[[1-(2-ethoxyethyl)-4-piperidyl]oxy]-2-methyl-2,3-dihydro-1,4-benzoxazepin-5-one